C1(CC1)[C@@H]1C[C@@H](C=2N1N=C(N2)C(=O)OCC)F ethyl cis-5-cyclopropyl-7-fluoro-6,7-dihydro-5H-pyrrolo[1,2-b][1,2,4]triazole-2-carboxylate